N1C=C(C2=CC=CC=C12)CC(CCCC)NC(=O)C1=CC2=C(S1)C=C(C=C2)N2CCN(CC2)C2CC2 N-(1-(1H-indol-3-yl)hexane-2-yl)-6-(4-cyclopropylpiperazine-1-yl)benzo[b]thiophene-2-carboxamide